C[C@@H]1N(CCC1C(=O)OC(C)C1=C(C(=CC=C1)F)N1CCC2(CC(OC2)(C)C)CC1)CC1=CC=C(C=C1)C1CN(C1)C(=O)OC(C)(C)C 1-(2-{3,3-dimethyl-2-oxa-8-azaspiro[4.5]decan-8-yl}-3-fluorophenyl)ethan-1-ol methyl-(S)-1-(4-(1-(t-butoxycarbonyl)azetidin-3-yl)benzyl)-pyrrolidine-3-carboxylate